N=1N=C(NC1)COC1=C(C=C(C=C1OC)C1=CC(=CC=2N(C(N(C21)C)=O)CC(=O)N(C2=CC=C(C=C2)F)C2CC2)C(F)(F)F)F 2-(4-(4-((4H-1,2,4-triazol-3-yl)methoxy)-3-fluoro-5-methoxyphenyl)-3-methyl-2-oxo-6-(trifluoromethyl)-2,3-dihydro-1H-benzo[d]imidazol-1-yl)-N-cyclopropyl-N-(4-fluorophenyl)acetamide